NC1=CC(=C(C=C1)N1CCC(CC1)N(C)C)OC 1-(4-amino-2-methoxyphenyl)-N,N-dimethylpiperidin-4-amine